4-bromo-3H-1,3-benzothiazol-2-one BrC1=CC=CC2=C1NC(S2)=O